OC(=C(C(=O)[O-])C)CC hydroxy-ethyl-methacrylate